p-tolylurea CC1=CC=C(C=C1)NC(=O)N